(R)-6-(7-azabicyclo[2.2.1]heptan-7-yl)-N-(2-(4-cyanothiazolidin-3-yl)-2-oxoethyl)-quinoline-4-carboxamide C12CCC(CC1)N2C=2C=C1C(=CC=NC1=CC2)C(=O)NCC(=O)N2CSC[C@H]2C#N